4-(9-(3-(2,4-dioxotetrahydropyrimidin-1(2H)-yl)-4-methoxybenzoyl)-3,9-diazaspiro[5.5]undecan-3-yl)butanal O=C1N(CCC(N1)=O)C=1C=C(C(=O)N2CCC3(CCN(CC3)CCCC=O)CC2)C=CC1OC